1-(2-aminopyrimidin-5-yl)-3-[2,2,2-trifluoro-1-(7-fluoro-3-methyl-1-benzofuran-2-yl)ethyl]urea NC1=NC=C(C=N1)NC(=O)NC(C(F)(F)F)C=1OC2=C(C1C)C=CC=C2F